2,3-dimethyl-1,4,7-trioxo-11,14-dioxa-3,8-diazaheptadecane CC(C=O)N(C(CCC(NCCOCCOCCC)=O)=O)C